14-dioxane C1COCCO1